NC1=NC=CC2=C(C=CC=C12)C=1C=C2C(=NN(C2=CC1)C1CCC1)COC1=C(C=CC=C1)CC(=O)O 2-(2-((5-(1-aminoisoquinolin-5-yl)-1-cyclobutyl-1H-indazol-3-yl)methoxy)phenyl)acetic acid